1,2,4,5-tetrafluoropenta-1,3-diene FC=C(C=C(CF)F)F